N4-ethyl-N2-(2-methoxy-4-((4-morpholinopiperidin-1-yl)sulfonyl)phenyl)-5-(trifluoromethyl)-7H-pyrrolo[2,3-d]pyrimidine-2,4-diamine C(C)NC=1C2=C(N=C(N1)NC1=C(C=C(C=C1)S(=O)(=O)N1CCC(CC1)N1CCOCC1)OC)NC=C2C(F)(F)F